2-[3-ethylsulfonyl-6-(trifluoromethyl)imidazo[1,2-a]pyridine-2-yl]-3-methyl-6-(trifluoro-methyl)imidazo[4,5-b]pyridine C(C)S(=O)(=O)C1=C(N=C2N1C=C(C=C2)C(F)(F)F)C2=NC=1C(=NC=C(C1)C(F)(F)F)N2C